C(#C)C1=C(C=CC=C1)SC1=C(C=CC=C1)C#C bis(2-ethynylphenyl)sulfane